4-(1-phenylvinyl)phenylmagnesium chloride C1(=CC=CC=C1)C(=C)C1=CC=C(C=C1)[Mg]Cl